cyclopentyl-6-methyl-2-phenyl-7H-pyrrolo[2,3-d]pyrimidin-4-amine C1(CCCC1)C1=C(NC=2N=C(N=C(C21)N)C2=CC=CC=C2)C